4-(1-Diphenylmethyl-3-((dimethylamino)methyl)azetidin-3-yl)butan-1-ol tert-butyl-(±)-1-fluoro-5-methylene-6,7,8,9-tetrahydro-5H-6,9-epiminocyclohepta[c]pyridine-10-carboxylate C(C)(C)(C)C1=CC2=C(C(=N1)F)C1CCC(C2=C)N1C(=O)OCCCCC1(CN(C1)C(C1=CC=CC=C1)C1=CC=CC=C1)CN(C)C